8-oxo-3,7-dimethyl-2,6-octadienyl formate C(=O)OCC=C(CCC=C(C=O)C)C